C[C@H]1CN(CC[C@@H]1NC(=O)C1=CC(=CC=2N(C=NC21)CC(F)(F)F)C#CCNC=2C(OC)=CC=C(C2)C(NC)=O)C2COC2 N-[(3S,4S)-3-methyl-1-(3-oxetanyl)-4-piperidyl]-6-{3-[4-(N-methylcarbamoyl)-2-anisidino]-1-propynyl}-1-(2,2,2-trifluoroethyl)-1H-1,3-benzimidazole-4-carboxamide